ClC1=CC=C(C=C1)C1=CN(C2=NC=C(C=C21)NC(C=C)=O)C(F)F N-(3-(4-Chlorophenyl)-1-(difluoromethyl)-1H-pyrrolo[2,3-b]pyridin-5-yl)acrylamide